3-(4-((8-(4,4-difluoropiperidin-1-yl)octyl)amino)-3-methyl-2-oxo-2,3-dihydro-1H-benzo[d]imidazol-1-yl)piperidine-2,6-dione FC1(CCN(CC1)CCCCCCCCNC1=CC=CC=2N(C(N(C21)C)=O)C2C(NC(CC2)=O)=O)F